C(\C=C\C1=CC(OC)=C(O)C(OC)=C1)(=O)OCC[N+](C)(C)C sinapoylcholine